4-((1R,5S)-3,8-diazabicyclo[3.2.1]octan-3-yl)-7-(8-chloronaphthalen-1-yl)-8-fluoro-2-(2-(1-methyl-1H-pyrazol-5-yl)ethoxy)pyrido[4,3-d]pyrimidine [C@H]12CN(C[C@H](CC1)N2)C=2C1=C(N=C(N2)OCCC2=CC=NN2C)C(=C(N=C1)C1=CC=CC2=CC=CC(=C12)Cl)F